2-methoxy-3-(propylsulfanyl)-4-(trifluoromethyl)pyridine COC1=NC=CC(=C1SCCC)C(F)(F)F